CC=1C=NC=CC1NC1=C(C=CC=C1)[N+](=O)[O-] 3-methyl-N-(2-nitrophenyl)pyridin-4-amine